e-(2S)-N-[(1S)-1-(2-amino-2-oxo-ethyl)prop-2-ynyl]-1-[1-(4-bromophenyl)-3-hydroxy-cyclobutanecarbonyl]pyrrolidine-2-carboxamide NC(C[C@@H](C#C)NC(=O)[C@H]1N(CCC1)C(=O)C1(CC(C1)O)C1=CC=C(C=C1)Br)=O